C[SiH2]OPOCC 3,5-Dioxa-4-phospha-2-silaheptan